dibenzyl-4,4'-bipyridinium chloride hydrate O.[Cl-].C(C1=CC=CC=C1)[N+]1=CC=C(C=C1)C1=CC=[N+](C=C1)CC1=CC=CC=C1.[Cl-]